N-(4-(trifluoromethyl)phenyl)methanesulfonamide FC(C1=CC=C(C=C1)NS(=O)(=O)C)(F)F